3-(5-{2-[4-(piperazin-1-yl)phenyl]Ethynyl}pyridin-2-yl)prop-2-enoic acid N1(CCNCC1)C1=CC=C(C=C1)C#CC=1C=CC(=NC1)C=CC(=O)O